NC1=CC=C(C=C1)C1=C(C(=C(C(=C1C(=O)N)Cl)C1=CC=C(C=C1)N)C(=O)N)Cl bis(4-aminophenyl)-2,5-dichloroterephthalamide